5-cyano-6-(4-(2-phenylacetyl)piperazin-1-yl)-2-(trifluoromethyl)nicotinic acid 2-hydroxyethyl ester OCCOC(C1=C(N=C(C(=C1)C#N)N1CCN(CC1)C(CC1=CC=CC=C1)=O)C(F)(F)F)=O